N-(3-[[(3-ethynyl-1-[[2-(trimethylsilyl)ethoxy]methyl]pyrazolo[3,4-b]pyridin-5-yl)oxy]methyl]-2,4-difluorophenyl)-5-fluoro-2-methoxypyridine-3-sulfonamide C(#C)C1=NN(C2=NC=C(C=C21)OCC=2C(=C(C=CC2F)NS(=O)(=O)C=2C(=NC=C(C2)F)OC)F)COCC[Si](C)(C)C